NC=1C(=C(C=CC1F)N(S(=O)(=O)CCCF)COCC[Si](C)(C)C)Cl N-(3-amino-2-chloro-4-fluorophenyl)-3-fluoro-N-((2-(trimethylsilyl)-ethoxy)methyl)-propane-1-sulfonamide